FC1=CC(=CC=2N(C(=NC21)[C@H](C(F)(F)F)NC(=O)NC=2C=NC(=NC2)N2CC(C2)O)C)F (R)-1-(1-(4,6-difluoro-1-methyl-1H-benzo[d]imidazol-2-yl)-2,2,2-trifluoroethyl)-3-(2-(3-hydroxyazetidin-1-yl)pyrimidin-5-yl)urea